4-((3-aminopropyl)sulfonyl)-2,3,5,6-tetrafluorobenzamide NCCCS(=O)(=O)C1=C(C(=C(C(=O)N)C(=C1F)F)F)F